ClC=1C=CC(=NC1C(F)F)C(=O)N1CC(C(C12CCCC2)O)(F)F (5-chloro-6-(difluoromethyl)pyridin-2-yl)(3,3-difluoro-4-hydroxy-1-azaspiro[4.4]nonan-1-yl)methanone